COC1=C(C=C2[C@@H](NCCC2=C1)CC3=CC=C(C=C3)O)O The molecule is the (S)-enantiomer of coclaurine. It is a conjugate base of a (S)-coclaurinium. It is an enantiomer of a (R)-coclaurine.